5-[[2-[(2-aminoacetyl)amino]thiazol-5-yl]sulfonylamino]thiazole-4-carboxylic acid, hydrochloride Cl.NCC(=O)NC=1SC(=CN1)S(=O)(=O)NC1=C(N=CS1)C(=O)O